7-(3-Hydroxy-3-methylcyclobutyl)-2-(2-phenylquinolin-7-yl)-4,5,6,7-tetrahydropyrazolo[1,5-a]pyrimidine-3-carboxamide OC1(CC(C1)C1CCNC=2N1N=C(C2C(=O)N)C2=CC=C1C=CC(=NC1=C2)C2=CC=CC=C2)C